C(=O)(OC(C)(C)C)N[C@H]1C[C@@H](CC1)C(=O)O (1R,3R)-N-BOC-3-aminocyclopentanecarboxylic acid